NC1=CC=C(C=N1)N1CCC(CC1)C(C1=CC=C(C=C1)CO)(F)F (4-((1-(6-aminopyridin-3-yl)piperidin-4-yl)difluoromethyl)phenyl)methanol